2-((((1r,3r)-3-hydroxy-3-methylcyclobutyl)amino)methyl)-3-methylpyrrolo[2,1-f][1,2,4]triazin-4(3H)-one OC1(CC(C1)NCC1=NN2C(C(N1C)=O)=CC=C2)C